(2,5-dioxo-2,5-dihydro-1H-pyrrol-1-yl)acetic acid O=C1N(C(C=C1)=O)CC(=O)O